(2R,5S)-2-(4'-chloro-[1,1'-biphenyl]-3-yl)-5-(hydroxymethyl)-2-methyl-1,4-oxazepan-3-one ClC1=CC=C(C=C1)C1=CC(=CC=C1)[C@]1(OCC[C@H](NC1=O)CO)C